5-(chloromethyl)-2-[(2,4-dichlorophenyl)methylamino]-4H-[1,2,4]triazolo[1,5-a]pyrimidin-7-one ClCC=1NC=2N(C(C1)=O)N=C(N2)NCC2=C(C=C(C=C2)Cl)Cl